ClC1=C(C=CC=C1Cl)N1CCN(CC1)CCC1CC(C1)NC(CC=1OC(=CN1)C)=O N-(3-(2-(4-(2,3-dichlorophenyl)piperazin-1-yl)ethyl)cyclobutyl)-2-(5-methyloxazol-2-yl)acetamide